ClC1=C2CN(N(C2=CC=C1)C(C)=O)C=1C=NC=CC1 1-[4-chloro-2-(3-pyridinyl)-3H-indazol-1-yl]ethanone